IC1=CC=C(C=C1)CC[C@@H]1[C@@H](C1)C(=O)OCC ethyl (cis)-2-[2-(4-iodophenyl)ethyl]cyclopropanecarboxylate